ClC=1C=C2C(=C(NC2=C(C1)F)C1=CC=C(C=C1)F)CCC(=O)OC methyl 3-[5-chloro-7-fluoro-2-(4-fluorophenyl)-1H-indol-3-yl]propanoate